Cl.CN1C=NC2=C(C1=O)C(=NC=C2C2=NC=C(C=C2)C(F)(F)F)N[C@@H]2CNCC2 (S)-3-methyl-5-(pyrrolidin-3-ylamino)-8-(5-(trifluoromethyl)pyridin-2-yl)pyrido[4,3-d]pyrimidin-4(3H)-one hydrochloride